[2-[[4-(3-bromo-4-nitro-phenoxy)-3,5-dichloro-phenyl]hydrazono]-2-cyano-acetyl]carbamate BrC=1C=C(OC2=C(C=C(C=C2Cl)NN=C(C(=O)NC([O-])=O)C#N)Cl)C=CC1[N+](=O)[O-]